N1CC(C1)N1N=CC2=C1N(C(C=1C=C(C=C(C21)C(C)NC=2C(=NC(=CC2)Cl)C2=NN(C=N2)C)C)=O)C 3-(azetidin-3-yl)-9-(1-((6-chloro-2-(1-methyl-1H-1,2,4-triazol-3-yl)pyridin-3-yl)amino)ethyl)-4,7-dimethyl-3,4-dihydro-5H-pyrazolo[3,4-c]isoquinolin-5-one